3-[(3-{8-bromo-3-[(trifluoromethyl)sulfanyl]imidazo[1,2-a]pyridin-2-yl}prop-2-yn-1-yl)amino]-N-cyclopropyl-4-methoxybenzamide BrC=1C=2N(C=CC1)C(=C(N2)C#CCNC=2C=C(C(=O)NC1CC1)C=CC2OC)SC(F)(F)F